BrC=1C=C(C(=NC1F)[N+](=O)[O-])O 5-bromo-6-fluoro-2-nitro-pyridin-3-ol